tetrastearyl-sorbitol diphosphite OP(O)OP(O)O.C(CCCCCCCCCCCCCCCCC)C([C@H]([C@H]([C@@H]([C@H](C(O)(CCCCCCCCCCCCCCCCCC)CCCCCCCCCCCCCCCCCC)O)O)O)O)(O)CCCCCCCCCCCCCCCCCC